C1C(CC2=CC=CC=C12)NC1=NC=C(C=N1)C1=NN=C(O1)C(C(=O)N1CC2=C(CC1)NN=N2)(F)F 2-(5-(2-((2,3-dihydro-1H-inden-2-yl)amino)pyrimidin-5-yl)-1,3,4-oxadiazol-2-yl)-2,2-difluoro-1-(1,4,6,7-tetrahydro-5H-[1,2,3]triazolo[4,5-c]pyridin-5-yl)ethan-1-one